7-Chloro-2,3-dihydroimidazo[1,2-c]pyrimidin-5(1H)-one ClC=1C=C2N(C(N1)=O)CCN2